TERT-BUTYL 3-(CYCLOHEXANESULFONAMIDOMETHYL)PIPERIDINE-1-CARBOXYLATE C1(CCCCC1)S(=O)(=O)NCC1CN(CCC1)C(=O)OC(C)(C)C